CC1=CC=C(C=C1)N1C(C=C(C1=O)C1=CC=CC=C1)=O N-(4-methylphenyl)-3-phenylmaleimide